C(CCC)NC(C1=C(C=CC(=C1)S(N)(=O)=O)NC1CCCCC1)=O N-butyl-2-(cyclohexylamino)-5-sulfamoyl-benzamide